(6S,9S,12S,15S,18R,19R)-9-(aminomethyl)-12-cyclohexyl-6-((S)-1-hydroxyethyl)-15-isobutyl-16,18-dimethyl-19-(7-methyloctyl)-1-oxa-4,7,10,13,16-pentaazanonadecan NC[C@@H](CN[C@@H](CNCCO)[C@H](C)O)NC[C@@H](NC[C@@H](N(C[C@@H](CCCCCCCC(C)C)C)C)CC(C)C)C1CCCCC1